NCCCCNC(CCC)N N-aminobutyl-butanediamine